BrC1=C(C=C(C=C1)OC)COCC 1-bromo-2-(ethoxymethyl)-4-methoxybenzene